(S)-2-methyl-N-(pyrrolidin-3-yl)-5-((5-(trifluoromethyl)pyridin-3-yl)methoxy)benzofuran-3-carboxamide (S)-Ethyl-2-(but-3-enyl)-5-oxopyrrolidine-2-carboxylate C(C)OC(=O)[C@]1(NC(CC1)=O)CCC=C.CC=1OC2=C(C1C(=O)N[C@@H]1CNCC1)C=C(C=C2)OCC=2C=NC=C(C2)C(F)(F)F